N-(4-METHOXYBENZYL)PYRIDAZIN-3-AMINE COC1=CC=C(CNC=2N=NC=CC2)C=C1